(2S,5R,6R)-6-((R)-2-amino-2-phenylacetamido)-3,3-dimethyl-7-oxo-4-thia-1-azabicyclo[3.2.0]heptane N[C@H](C(=O)N[C@H]1[C@H]2SC(CN2C1=O)(C)C)C1=CC=CC=C1